N-(propargyl)naphthylamine C(C#C)NC1=CC=CC2=CC=CC=C12